CS(=O)(=O)C=1N=CC2=C(N1)N(C(C=C2C#C[Si](C(C)C)(C(C)C)C(C)C)=O)C2CCC(CC2)NC(OC(C)(C)C)=O tert-butyl N-[(1s,4s)-4-{2-methanesulfonyl-7-oxo-5-[2-(triisopropylsilyl) ethynyl]pyrido[2,3-d]pyrimidin-8-yl}cyclohexyl]carbamate